2-(2-pentylcyclobutylidene)acetic acid C(CCCC)C1C(CC1)=CC(=O)O